[Cl-].ClC=[N+](C)C N-(chloromethylene)-N-methylmethan-aminium chloride